racemic-methyl 4-((1S*,2S*)-5,5-difluoro-2-hydroxycyclohexyl)benzoate FC1(CC[C@@H]([C@@H](C1)C1=CC=C(C(=O)OC)C=C1)O)F |r|